tert-butyl-dimethyl-[(1S)-1-methyl-2-[3-[3-(2-methylsulfanylpyrimidin-4-yl)-1-tetrahydropyran-2-yl-indazol-5-yl]oxypropoxy]ethoxy]silane C(C)(C)(C)[Si](O[C@H](COCCCOC=1C=C2C(=NN(C2=CC1)C1OCCCC1)C1=NC(=NC=C1)SC)C)(C)C